trans-1-((4-((S)-3-(3-cyano-5-fluorophenyl)isoxazolidine-2-carbonyl)cyclohexyl)methyl)-3-methyl-1H-indole-6-carboxamide C(#N)C=1C=C(C=C(C1)F)[C@H]1N(OCC1)C(=O)[C@@H]1CC[C@H](CC1)CN1C=C(C2=CC=C(C=C12)C(=O)N)C